C(=C)C1=CC=C(C=C1)CN1CCC(CC1)C 1-[(4-vinylphenyl)methyl]-4-methylpiperidine